((5'-bromospiro[cyclohexane-1,1'-indene]-3'-yl)oxy)(tert-butyl)dimethylsilane BrC=1C=C2C(=CC3(C2=CC1)CCCCC3)O[Si](C)(C)C(C)(C)C